4'-azidouridine triphosphate P(O)(=O)(OP(=O)(O)OP(=O)(O)O)OC[C@@]1([C@H]([C@H]([C@@H](O1)N1C(=O)NC(=O)C=C1)O)O)N=[N+]=[N-]